C(#N)[C@@]1([C@@H]([C@@H]([C@@](O1)(F)CO[P@](=O)(OC1=CC=CC=C1)N[C@@H](C)C(=O)OC(C)C)O)O)N1C(NC(C=C1)=O)=O Isopropyl ((S)-(((2S,3S,4R,5R)-5-cyano-5-(2,4-dioxo-3,4-dihydropyrimidin-1(2H)-yl)-2-fluoro-3,4-dihydroxytetrahydrofuran-2-yl)methoxy)(phenoxy)phosphoryl)-L-alaninate